tert-butyl 4-(4-bromobutyl)piperidine-1-carboxylate BrCCCCC1CCN(CC1)C(=O)OC(C)(C)C